2-Cyclobutylamino-1-propyl-8-[1-(3-trifluoromethyl-benzyl)-1H-pyrazol-4-yl]-1,7-dihydro-purin-6-one C1(CCC1)NC=1N(C(C=2NC(=NC2N1)C=1C=NN(C1)CC1=CC(=CC=C1)C(F)(F)F)=O)CCC